3-acetamido-6-(1-methyl-1H-pyrazol-4-yl)pyrazolo[1,5-a]pyridin-4-yl trifluoromethanesulfonate FC(S(=O)(=O)OC=1C=2N(C=C(C1)C=1C=NN(C1)C)N=CC2NC(C)=O)(F)F